[Cl-].[Cl-].ClC=1C=C(C=CC1)C(=[Zr+2](C1=CC(=CC=2C3=CC(=CC=C3CC12)C(C)(C)C)C(C)(C)C)C1C=CC=C1)C1=CC(=CC=C1)Cl di(m-chlorophenyl)methylene(cyclopentadienyl)(3,6-di-t-butylfluorenyl)zirconium dichloride